C(C#CC)N1N=C2C(N(C(C=C2N2C[C@H](N(C[C@@H]2C)C(=O)OC(C)(C)C)CC)=O)C)=C1 tert-butyl (2R,5S)-4-(2-(but-2-yn-1-yl)-4-methyl-5-oxo-4,5-dihydro-2H-pyrazolo[4,3-b]pyridin-7-yl)-2-ethyl-5-methylpiperazine-1-carboxylate